ClC=1SC(=C(N1)Cl)[C@H]1[C@@H](OC(O1)(C)C)CO ((4S,5R)-5-(2,4-Dichlorothiazol-5-yl)-2,2-dimethyl-1,3-dioxolan-4-yl)methanol